CNNC(=O)C=1C(=NC=CN1)C(C)NC(C1=CC(=CC(=C1)C(F)(F)F)C(F)(F)F)=O N-[1-[3-(methylaminocarbamoyl)pyrazin-2-yl]ethyl]-3,5-bis(trifluoromethyl)benzamide